5-(N-butanesulfonyl)amino-3-(piperidin-4-yl)-1H-indole C(CCC)S(=O)(=O)NC=1C=C2C(=CNC2=CC1)C1CCNCC1